NCC1=CC=C(C=C1)C=1N(C2=CC=CC(=C2C1)NC1CCS(CC1)(=O)=O)CC(F)(F)F 4-({2-[4-(aminomethyl)phenyl]-1-(2,2,2-trifluoroethyl)-1H-indol-4-yl}amino)-1λ6-thiane-1,1-dione